N1=CC(=C2N1C=CC=C2)B2OC(C)(C)C(C)(C)O2 pyrazolo[1,5-a]pyridine-3-boronic acid pinacol ester